tert-butyl (4-(4-(2-formamido-3-methylbutyl)-2-(3-methoxypropoxy)phenyl)thiazol-2-yl)carbamate C(=O)NC(CC1=CC(=C(C=C1)C=1N=C(SC1)NC(OC(C)(C)C)=O)OCCCOC)C(C)C